3-[6-cyclopropyl-4-[4-fluoro-2-(2-methyl-1,2,4-triazol-3-yl)phenyl]-pyridin-2-yl]-6-[(2-methoxyethylamino)methyl]-5H-pyrrolo[3,2-d]pyrimidin-4-one C1(CC1)C1=CC(=CC(=N1)N1C=NC2=C(C1=O)NC(=C2)CNCCOC)C2=C(C=C(C=C2)F)C=2N(N=CN2)C